Tert-butyl (2R)-2-[[(2S,3R,4R,5S,6S)-4,5-dihydroxy-2-methyL-6-[(9-tetrahydropyran-2-ylpurin-6-yl)amino]tetrahydropyran-3-yl]carbamoyl]pyrrolidine-1-carboxylate O[C@@H]1[C@H]([C@@H](O[C@@H]([C@H]1O)NC1=C2N=CN(C2=NC=N1)C1OCCCC1)C)NC(=O)[C@@H]1N(CCC1)C(=O)OC(C)(C)C